2-(3-{5-[(R)-(1,3-Dimethyl-azetidin-3-yl)-hydroxy-naphthalen-2-yl-methyl]-pyridin-3-yl}-[1,2,4]oxadiazol-5-yl)-propan-2-ol CN1CC(C1)(C)[C@@](C=1C=C(C=NC1)C1=NOC(=N1)C(C)(C)O)(C1=CC2=CC=CC=C2C=C1)O